Cl.Cl.Cl.N1C(=NC2=C1C=CC=C2)CCNCCC=2SC(=C(N2)C(=O)NCC2=NC=CC=C2F)Cl 2-(2-{[2-(1H-1,3-Benzodiazol-2-yl)ethyl]amino}ethyl)-5-chloro-N-[(3-fluoropyridin-2-yl)methyl]-1,3-thiazole-4-carboxamide trihydrochloride